ClC1=CC2=C(OC(O2)(C)C)C=C1 5-chloro-2,2-dimethyl-1,3-benzodioxole